FC(C(=O)O)(F)F.C1(CC1)C1=C(N=C(N1)C1=NC=CC(=C1)C=1C=NC=C(C1)S(=O)(=O)C)C 2'-(5-Cyclopropyl-4-methyl-1H-imidazol-2-yl)-5-(methylsulfonyl)-3,4'-bipyridine trifluoroacetate salt